ETHYL 3-((2R,4S)-2-(((S)-1-((4-CARBAMIMIDOYLBENZYL)AMINO)-1-OXOPROPAN-2-YL)CARBAMOYL)-4-PHENYLPIPERIDIN-1-YL)PROPANOATE C(N)(=N)C1=CC=C(CNC([C@H](C)NC(=O)[C@@H]2N(CC[C@@H](C2)C2=CC=CC=C2)CCC(=O)OCC)=O)C=C1